di-n-butyl tetrahydrofuran-2,5-dicarboxylate O1C(CCC1C(=O)OCCCC)C(=O)OCCCC